O1C(=CC=C1)CN1C(C=C(C2=CC(=CC=C12)N)C)(C)C (furan-2-yl-methyl)-2,2,4-trimethyl-1,2-dihydroquinolin-6-amine